NCC1=CC=C(CNC2=CC=C(C=N2)C2=NC=3N(C(N(C(C3N2)=O)C2CC2)=O)CCC)C=C1 8-(6-((4-(Aminomethyl)benzyl)amino)pyridin-3-yl)-1-cyclopropyl-3-propylxanthine